C(C)(C)(C)OC(=O)N(C(OC(C)(C)C)=O)C1=C2N=CNC2=NC(=N1)F tert-butyl N-tert-butoxycarbonyl-N-(2-fluoro-9H-purin-6-yl)carbamate